8-(2,6-difluoro-4-nitrophenoxy)-3-(3-fluoropropoxy)-1,5-naphthyridine FC1=C(OC=2C=CN=C3C=C(C=NC23)OCCCF)C(=CC(=C1)[N+](=O)[O-])F